6,6-Dimethyl-4,5,6,7-tetrahydro[1,3]thiazolo[5,4-c]pyridin-2-amine dihydrochloride Cl.Cl.CC1(CC2=C(CN1)SC(=N2)N)C